CC=1SC2=C(N1)C=CC(=C2)NC2=NC1=CC=CC=C1C(=N2)NCCCO 3-((2-((2-methylbenzo[d]thiazol-6-yl)amino)quinazolin-4-yl)amino)propan-1-ol